1-(2-hydroxy-3-methyl-phenyl)-1-(3-methyl-4-hydroxyphenyl)dodecaneN OC1=C(C=CC=C1C)C(=CCCCCCCCCCC)C1=CC(=C(C=C1)O)C